tert-butyl ((1r,3r)-3-(2-oxopropyl)cyclobutyl)carbamate O=C(CC1CC(C1)NC(OC(C)(C)C)=O)C